Phosphorodithioat P([O-])([O-])(=S)[S-]